C(C)(=O)C=1NC2=CC=C(C=C2C1C=1N=NN(C1)CC1CCN(CC1)CCNS(=O)(=O)C1=CC=C(C=C1)C1=C(C=CC=C1)O)F N-(2-(4-((4-(2-Acetyl-5-fluoro-1H-indol-3-yl)-1H-1,2,3-triazol-1-yl)methyl)piperidin-1-yl)ethyl)-2'-hydroxy-[1,1'-biphenyl]-4-sulfonamid